NC1=C(C=2C(=NC=C(C2)Cl)N1C1=C(C2=C(OCO2)C=C1C)C)C(=O)N 2-amino-5-chloro-1-(4,6-dimethylbenzo[d][1,3]dioxol-5-yl)-1H-pyrrolo[2,3-b]pyridine-3-carboxamide